3-benzyl-7-((1-methyl-1H-pyrazol-4-yl)amino)-2-oxo-3,4-dihydropyrimido[4,5-d]pyrimidin C(C1=CC=CC=C1)N1C(NC2=NC(=NC=C2C1)NC=1C=NN(C1)C)=O